3-(3,5-difluorobenzyl)-2,9-dimethyl-4H,6H-thieno[2,3-e][1,2,4]triazolo[3,4-c][1,4]oxazepine FC=1C=C(CC2=C(SC=3N4C(COCC32)=NN=C4C)C)C=C(C1)F